C(C)(C)OC(N[C@@H]1CC[C@H](CC1)C=1SC(=CN1)C1=C(C=C(C=C1)C=1OC=CN1)S(NCC)(=O)=O)=O Trans-N-[4-[5-[2-(ethylsulfamoyl)-4-oxazol-2-yl-phenyl]thiazol-2-yl]cyclohexyl]carbamic acid isopropyl ester